N1CC(C1)N1CCN(CC1)C1CCC(CC1)N1N=C(C=2C1=NC=NC2N)C2=CC=C(C=C2)OC2=CC=CC=C2 1-(4-(4-(azetidin-3-yl)piperazin-1-yl)cyclohexyl)-3-(4-Phenoxyphenyl)-1H-pyrazolo[3,4-d]pyrimidin-4-amine